C(CCCC)C1=CC=CC=2NN=NC21 pentylbenzotriazole